FC1([C@H](C1)C(=O)NC=1N=CC2=CC(=CC=C2C1)C=1C=NC(=CC1C)[C@@H](CC)O)F (1R)-2,2-difluoro-N-(7-{6-[(R)-1-hydroxypropyl]-4-methylpyridin-3-yl}isoquinolin-3-yl)cyclopropane-1-carboxamide